C(C)(=O)NC1=CC(=C(C=N1)C1=NC=C(C=C1)COC(F)F)NC(OC(C)(C)C)=O tert-butyl (6'-acetamido-5-((difluoromethoxy)methyl)-[2,3'-bipyridin]-4'-yl)carbamate